(6-(4-Fluorophenyl)pyrazin-2-yl)(3-methyl-2,3-dihydro-4H-benzo[b][1,4]oxazin-4-yl)methanone FC1=CC=C(C=C1)C1=CN=CC(=N1)C(=O)N1C2=C(OCC1C)C=CC=C2